monophosphate dicalcium [Ca+2].[Ca+2].P(=O)([O-])([O-])[O-]